C(=O)C1C[C@H](N(CC1)C(=O)OCC1=CC=CC=C1)C1=CC=C(C=C1)C(=O)OC benzyl (2S)-4-formyl-2-(4-(methoxycarbonyl)phenyl)piperidine-1-carboxylate